C(C)N(CC(=O)O)C(C1=CC(=C(C=C1)NC1=NC=C(C(=N1)C=1C=NN(C1)C(C)C)Cl)OC)=O ethyl-(4-((5-chloro-4-(1-isopropyl-1H-pyrazol-4-yl)pyrimidin-2-yl)amino)-3-methoxybenzoyl)glycine